ClC=1C=C(C2=C(C(OC(=N2)C=2N(N=C(C2)COC)C2=NC=CC=C2Cl)=O)C1)C 6-chloro-2-[2-(3-chloro-2-pyridyl)-5-(methoxymethyl)pyrazol-3-yl]-8-methyl-3,1-benzoxazin-4-one